C1(=CC=CC=C1)C[C@@H](B1O[C@]2([C@@H]3C([C@H](C[C@H]2O1)C3)(C)C)C)NC(=O)N 1-[(1R)-2-phenyl-1-[(1S,2S,6R,8S)-2,9,9-trimethyl-3,5-dioxa-4-boratricyclo[6.1.1.0[2,6]]dec-4-yl]ethyl]urea